O1C(=NC2=C1C=CC=C2)[C@H]2N(CCC1=C2N=CN1)C(=O)C1=C(N=CO1)C(F)F (S)-(4-(benzo[d]oxazol-2-yl)-6,7-dihydro-1H-imidazo[4,5-c]pyridin-5(4H)-yl)(4-(difluoromethyl)oxazol-5-yl)methanone